18-hydroxy-4,6,8,10,12,14,16-heptamethylnonadecyl nonyloxymethyl ether C(CCCCCCCC)OCOCCCC(CC(CC(CC(CC(CC(CC(CC(C)O)C)C)C)C)C)C)C